N-(3-((2,6-dioxopiperidin-3-yl)amino)phenyl)acetamide hydrobromide Br.O=C1NC(CCC1NC=1C=C(C=CC1)NC(C)=O)=O